BrC1=NN(C(=C1)C(=O)N(C)C1=C(C=C(C=C1C(=O)NC(C)(C)C)Cl)Cl)C1=NC=CC=C1Cl 3-bromo-1-(3-chloropyridin-2-yl)-N-(2,4-dichloro-6-(tert-butylaminoformyl)phenyl)-N-methyl-1H-pyrazole-5-carboxamide